C1(=CC=CC=C1)C1(CCC2(OCCO2)CC1)CC=O 2-(8-Phenyl-1,4-dioxaspiro[4.5]decan-8-yl)acetaldehyde